Tert-butyl (1R,5S,6S)-6-carbamothioyl-3-azabicyclo[3.1.0]hexane-3-carboxylate C(N)(=S)C1[C@H]2CN(C[C@@H]12)C(=O)OC(C)(C)C